1-[5-fluoro-2-(4-fluorotetrahydropyran-4-yl)-3-pyridyl]-piperazine FC=1C=C(C(=NC1)C1(CCOCC1)F)N1CCNCC1